1-(bis(4-methoxybenzyl) amino)-3-bromopropan-2-ylacetate COC1=CC=C(CN(CC(CBr)CC(=O)[O-])CC2=CC=C(C=C2)OC)C=C1